N(=[N+]=[N-])CC(C(OC)C1=C(C=CC(=C1)COC1OCCCC1)C1=C(C=CC(=C1)OC)F)(C)C 2-[2-(3-azido-1-methoxy-2,2-dimethyl-propyl)-2'-fluoro-5'-methoxy-biphenyl-4-ylmethoxy]-tetrahydro-pyran